NC1=NC=2C=C(C=CC2C2=C1COC2)CN(C(=O)C=2C=NC(=NC2)C2CC2)C=2C(=NC=CC2)C#N N-({4-amino-1H,3H-furo[3,4-c]quinolin-7-yl}methyl)-N-(2-cyanopyridin-3-yl)-2-cyclopropylpyrimidine-5-carboxamide